Ethyl 2-(6-bromo-1-(cyclopropylmethyl)-1H-indol-2-yl)-4-methoxy-3-methylpyrazolo[1,5-a]pyridine-6-carboxylate BrC1=CC=C2C=C(N(C2=C1)CC1CC1)C1=NN2C(C(=CC(=C2)C(=O)OCC)OC)=C1C